O1C(=CC=C1)C(CC(CCCC)=O)=O 1-(furan-2-yl)heptane-1,3-dione